(R)-2-bromo-4-methyl-4,5,6,7-tetrahydrothiazolo[5,4-c]pyridine 2,2,2-trifluoroacetate FC(C(=O)O)(F)F.BrC=1SC=2[C@H](NCCC2N1)C